(2,5-difluoro-3-isopropyl-6-methoxyphenyl)boronic acid FC1=C(C(=C(C=C1C(C)C)F)OC)B(O)O